CC1=C(N)C(=CC(=C1)C(F)(F)F)C(=C)C 2-methyl-6-(prop-1-en-2-yl)-4-(trifluoromethyl)aniline